(S)-N-(4-(7-methoxy-1H-indol-3-yl)-5-(trifluoromethyl)pyrimidin-2-yl)azepan-3-amine COC=1C=CC=C2C(=CNC12)C1=NC(=NC=C1C(F)(F)F)N[C@@H]1CNCCCC1